(R)-7-(2-(4-(trifluoromethyl)phenoxy)propyl)-2-thia-7-azaspiro[3.5]nonane 2,2-dioxide FC(C1=CC=C(O[C@@H](CN2CCC3(CS(C3)(=O)=O)CC2)C)C=C1)(F)F